(6-fluoro-3,4-dihydroisoquinolin-2(1H)-yl)-3-methyl-2-nitrobenzenethiol FC=1C=C2CCN(CC2=CC1)C1=C(C(=C(C=C1)S)[N+](=O)[O-])C